COC1=CC=C(CN2N=C(C=C(C2=O)C(F)(F)F)C2N(CCC2)CC(N2CCN(CC2)C2=NC=C(C=N2)C(F)(F)F)=O)C=C1 2-(4-methoxybenzyl)-6-(1-(2-oxo-2-(4-(5-(trifluoromethyl)pyrimidin-2-yl)piperazin-1-yl)ethyl)pyrrolidin-2-yl)-4-(trifluoromethyl)pyridazin-3(2H)-one